ethyl 3-(6-oxohexyl)benzoate O=CCCCCCC=1C=C(C(=O)OCC)C=CC1